ClC(Cl)(Cl)Br trichloro-carbon monobromide